2-(2,4-difluorophenyl)-6-(hydroxymethyl)-N-[(3S)-2-oxo-5-phenyl-1,3-dihydro-1,4-benzodiazepine-3-yl]-6,7-dihydro-5H-pyrazolo[5,1-b][1,3]Oxazine-3-carboxamide FC1=C(C=CC(=C1)F)C1=NN2C(OCC(C2)CO)=C1C(=O)N[C@@H]1C(NC2=C(C(=N1)C1=CC=CC=C1)C=CC=C2)=O